C(C)OC(C[C@H](C1=C(C=CC(=C1)OC=1C=NC(=CC1)C)F)NS(=O)(=O)C(C)(C)C)=O (R)-3-((S)-1,1-Dimethylethylsulfonamido)-3-(2-fluoro-5-((6-methylpyridin-3-yl)oxy)phenyl)propanoic acid Ethyl ester